3-methyl-5-(N-(3-(1-methyl-1H-pyrazol-4-yl)phenethyl)sulfamoyl)benzofuran-2-carboxylic acid CC1=C(OC2=C1C=C(C=C2)S(NCCC2=CC(=CC=C2)C=2C=NN(C2)C)(=O)=O)C(=O)O